2-(2-hydroxy-3-cumyl-5-tert-octylphenyl)benzotriazol OC1=C(C=C(C=C1C(C)(C)C1=CC=CC=C1)C(C)(C)CC(C)(C)C)N1N=C2C(=N1)C=CC=C2